[N].FC1=CC=C(C=C1)C=1C=C2C(=CN=NC2=C(C1)OC)N[C@H](C)C=1N=NC(=CC1)C (R)-6-(4-fluorophenyl)-8-methoxy-N-(1-(6-methylpyridazin-3-yl)ethyl)cinnolin-4-amine Nitrogen